N,N,N',N'-tetraundecylurea C(CCCCCCCCCC)N(C(=O)N(CCCCCCCCCCC)CCCCCCCCCCC)CCCCCCCCCCC